FC(C1=CC=C(C=C1)NC(=O)N1[C@H](CCC1)C(=O)NC1=CC=C(C=C1)C1=CC=C(C=C1)C(=O)O)(F)F 4'-[(1-{[4-(Trifluoromethyl)phenyl]carbamoyl}-D-prolyl)amino][1,1'-biphenyl]-4-carboxylic acid